[N].C1=C(C=CC2=CC=CC=C12)C1=NC(=NC(=N1)C1=CC2=CC=CC=C2C=C1)C1=CC=C(C=C1)C=1C=CC=C2C=CC=NC12 8-(4-(4,6-bis(naphthalen-2-yl)-1,3,5-triazin-2-yl)phenyl)quinoline Nitrogen